N-(6-amino-5-methylpyridin-3-yl)-2-(5-methyl-2-(3,4,5-trifluorophenyl)piperidin-1-yl)-2-oxoacetamide NC1=C(C=C(C=N1)NC(C(=O)N1C(CCC(C1)C)C1=CC(=C(C(=C1)F)F)F)=O)C